methyl (S)-4-(((3-(allyloxy)-2-((tert-butoxycarbonyl)amino)-3-oxopropyl)thio)methyl)benzoate C(C=C)OC([C@@H](CSCC1=CC=C(C(=O)OC)C=C1)NC(=O)OC(C)(C)C)=O